2,2,4-trimethylsilacyclopentane CC1([SiH2]CC(C1)C)C